(2S,4S)-4-fluoro-1-[2-[4-[(8-methyl-5-quinolyl)amino]-1-piperidyl]acetyl]pyrrolidine-2-carbonitrile F[C@H]1C[C@H](N(C1)C(CN1CCC(CC1)NC1=C2C=CC=NC2=C(C=C1)C)=O)C#N